6-((2-amino-N-((3-fluoropyridin-2-yl)methyl)-3-methylquinoline-6-carboxamido)methyl)nicotinic acid NC1=NC2=CC=C(C=C2C=C1C)C(=O)N(CC1=NC=CC=C1F)CC1=NC=C(C(=O)O)C=C1